1-(Pyridin-3-yl)-3-(1-(4-(2-(trifluoromethyl)phenoxy)pyridin-2-yl)piperidin-4-yl)thiourea N1=CC(=CC=C1)NC(=S)NC1CCN(CC1)C1=NC=CC(=C1)OC1=C(C=CC=C1)C(F)(F)F